C(C(C)C)N(C(C(=O)OCC)C(CC)C)C(=O)OC ethyl 2-(isobutyl(methoxycarbonyl)amino)-3-methylpentanoate